(R)-2-((tert-butoxycarbonyl)amino)-4,4-difluorobutanoic acid C(C)(C)(C)OC(=O)N[C@@H](C(=O)O)CC(F)F